5-chloro-2-(difluoromethyl)-N-((1r,4r)-4-((3-(2-methyl-1H-pyrrolo[2,3-b]pyridin-5-yl)-2-oxo-2,3-dihydro-1H-imidazo[4,5-b]pyridin-1-yl)methyl)cyclohexyl)nicotinamide ClC=1C=NC(=C(C(=O)NC2CCC(CC2)CN2C(N(C3=NC=CC=C32)C=3C=C2C(=NC3)NC(=C2)C)=O)C1)C(F)F